tert-butyl ((3S,4S)-1-methyl-4-((5-methyl-4-(methylamino)-7,8-dihydro-6H-cyclopenta[5,6]pyrido[2,3-d]pyrimidin-2-yl)amino)pyrrolidin-3-yl) carbonate C(OC(C)(C)C)(O[C@H]1CN(C[C@@H]1NC=1N=C(C2=C(N1)N=C1C(=C2C)CCC1)NC)C)=O